tert-butyl 6-(4-(2-(1-(6,7-dihydro-5H-pyrrolo[1,2-c]imidazol-1-yl)-2-ethoxy-2-oxoethyl)-7-fluoro-3-oxoisoindolin-5-yl) phenyl)-2,6-diazaspiro[3.3]heptane-2-carboxylate C1(=C2N(C=N1)CCC2)C(C(=O)OCC)N2CC1=C(C=C(C=C1C2=O)C2=CC=C(C=C2)N2CC1(CN(C1)C(=O)OC(C)(C)C)C2)F